BrC=1C=C(C(=NC1)C1=CC=C(N=N1)N1C[C@@H](CC1)NC(C)(C)C)OCOC (3R)-1-[6-[5-bromo-3-(methoxymethoxy)-2-pyridinyl]pyridazin-3-yl]-N-tert-butyl-pyrrolidin-3-amine